FC1=C(C(=O)C2=C(SC3=C2COCCC3)NC([C@H](C)NC(OC(C)(C)C)=O)=O)C(=CC=C1)F tert-butyl N-[(1S)-2-[[3-(2,6-difluorobenzoyl)-4,6,7,8-tetrahydrothieno[3,2-c]oxepin-2-yl]amino]-1-methyl-2-oxo-ethyl]carbamate